F[C@H]1[C@H]([C@@H](O[C@@]1(CO)C=C)N1C(=O)NC(=O)C=C1)O 3'-Deoxy-3'-fluoro-4'-vinyluridine